C(C1=CC=CC=C1)NC(=O)C=1C=C(C=CC1)N1CC(C1)OC=1C=C(C(=O)O)C=CC1 3-((1-(3-(benzylcarbamoyl)phenyl)azetidin-3-yl)oxy)benzoic acid